O[C@@H](C)C=1N(C=CN1)C/C=C/C1=CC=C(C=C1)C1=CC=C(C=C1)OC1CCN(CC1)CC(CO)O 3-(4-((4'-((E)-3-(2-((S)-1-hydroxyethyl)-1H-imidazol-1-yl)prop-1-en-1-yl)-[1,1'-biphenyl]-4-yl)oxy)piperidin-1-yl)propane-1,2-diol